rubidium-iron-boron water O.[B].[Fe].[Rb]